(6-(6-((1-methyl-1H-pyrazol-4-yl)amino)pyrimidin-4-yl)-1,2,3,4-tetrahydronaphthalen-1-yl)carbamic acid CN1N=CC(=C1)NC1=CC(=NC=N1)C=1C=C2CCCC(C2=CC1)NC(O)=O